ClC=1C=C2C(=NC(=NC2=C(C1C1=C2C(=NNC2=CC=C1C)C1CC1)F)C#CCOC)N1C[C@H](N(C[C@@H]1C)C(C=C)=O)C 1-((2R,5S)-4-(6-chloro-7-(3-cyclopropyl-5-methyl-1H-indazol-4-yl)-8-fluoro-2-(3-methoxyprop-1-yn-1-yl)quinazolin-4-yl)-2,5-dimethylpiperazin-1-yl)prop-2-en-1-one